1-octyldecyl 8-[3-[2-[2-[2-(2-azidoethoxy)ethoxy]ethoxy]ethoxy]-2-[8-(1-octylnonoxy)-8-oxo-octoxy]propoxy]octanoate N(=[N+]=[N-])CCOCCOCCOCCOCC(COCCCCCCCC(=O)OC(CCCCCCCCC)CCCCCCCC)OCCCCCCCC(=O)OC(CCCCCCCC)CCCCCCCC